5-(1-(((S)-tert-butylsulfinyl)amino)-3-(1,3-dioxane-2-yl)propyl)-7-chloro-3,4-dihydroisoquinoline C(C)(C)(C)[S@](=O)NC(CCC1OCCCO1)C1=C2CCN=CC2=CC(=C1)Cl